O[C@@H](CC(=O)OCC([C@H](C(=O)NCCC(=O)N)OC(C[C@@H](C)O)=O)(C)C)C [(3R)-4-[(3-amino-3-oxo-propyl)amino]-3-[(3R)-3-hydroxybutanoyl]oxy-2,2-dimethyl-4-oxobutyl] (3R)-3-hydroxybutanoate